N(=[N+]=[N-])C=1N=C(SC1\C=C\C1=C(C(=CC=C1)Cl)Cl)N1CCC2(CC1)CC1=CC=CC=C1C2 (S)-1'-(4-azido-5-((E)-2,3-dichlorostyryl)thiazol-2-yl)-1,3-dihydrospiro[indene-2,4'-piperidine]